N1CCC12CCN(CC2)C=2C1=CN(N=C1C(=CC2)C(=O)NC=2C=C(C=1N(C2)C=C(N1)C)F)CC 4-{1,7-diazaspiro[3.5]nonan-7-yl}-2-ethyl-N-{8-fluoro-2-methylimidazo[1,2-a]pyridin-6-yl}indazole-7-carboxamide